C(C)(CC)C1=C(C(=CC(=C1)[N+](=O)[O-])[N+](=O)[O-])O 2-sec-butyl-4,6-dinitrophenol